CC=1C(NC=CC1)CNC(=O)C1CN(CCC1)C(=O)OC(C)(C)C tert-butyl 3-(((3-methyl-1,2-dihydropyridin-2-yl)methyl)carbamoyl)piperidine-1-carboxylate